(1R,5S) or (1S,5R)-3-(8-cyanoquinolin-5-yl)-N-(cis-4-morpholinocyclohexyl)-5-(trifluoromethyl)-3-Azabicyclo[3.1.0]hexane-1-carboxamide C(#N)C=1C=CC(=C2C=CC=NC12)N1C[C@]2(C[C@]2(C1)C(F)(F)F)C(=O)N[C@@H]1CC[C@@H](CC1)N1CCOCC1 |o1:14,16|